NC[C@@H](C)[C@H]1CC[C@H]2[C@@H]3C=CC4=CC(CC[C@]4(C)[C@H]3CC[C@]12C)=O (20S)-20-(1-aminomethyl)-pregn-4,6-dien-3-one